Cl.NCCCCC(C)N1C(=NC2=C1C(=CC=C2)C(N(C)C)=O)NC(=O)C=2N=C(SC2)C(=O)O 4-((1-(6-aminohexan-2-yl)-7-(dimethylcarbamoyl)-1H-benzo[d]imidazol-2-yl)carbamoyl)thiazole-2-carboxylic acid HCl